5-norbornene-2,3-dicarboxylic acid, dimethyl ester C12C(C(C(C=C1)C2)C(=O)OC)C(=O)OC